β-muramic acid O[C@H]1[C@H](N)[C@@H](O[C@@H](C(=O)O)C)[C@H](O)[C@H](O1)CO